[Si](C1=CC=CC=C1)(C1=CC=CC=C1)(C(C)(C)C)OC1(CN(CCCC1)C1=NC(=NC(=N1)OC[C@]12CCCN2C[C@@H](C1)F)C#N)C 4-(3-((Tert-butyldiphenylsilyl)oxy)-3-methylazepan-1-yl)-6-(((2R,7aS)-2-fluorotetrahydro-1H-pyrrolizin-7a(5H)-yl)methoxy)-1,3,5-triazine-2-carbonitrile